FC([C@@H]1[C@](C1)(C(=O)O)C)F (1S,2S)-2-(difluoromethyl)methylcyclopropanecarboxylic acid